C(CCCCCCC\C=C/CCCCCCCCCC)O (9Z)-eicosa-9-en-1-ol